O.FC1(CC(C1)C1=CC=C(C=C1)C1=CC=C(C=C1)OC=1N=NNC1C(=O)[O-])F.[Na+].C(C)[SiH2]OCCCOCCC1=C(C=CC=C1)O ethyl-(hydroxyphenyl)ethoxypropoxysilane sodium 4-((4'-(3,3-difluorocyclobutyl)-[1,1'-biphenyl]-4-yl)oxy)-1H-1,2,3-triazole-5-carboxylate monohydrate